(2-(4-fluorophenyl)-6-(((1R,5S,6s)-3-(1-methyl-3-(thiazol-4-yl)-1H-pyrazole-5-carbonyl)-3-azabicyclo[3.1.0]hexan-6-yl)oxy)pyridin-4-yl)-3-methylpyrrolidin-2-one FC1=CC=C(C=C1)C1=NC(=CC(=C1)N1C(C(CC1)C)=O)OC1[C@@H]2CN(C[C@H]12)C(=O)C1=CC(=NN1C)C=1N=CSC1